C(C)(=O)N[C@H]1C(O[C@@H]([C@H]([C@@H]1O)O)CO)C(C(=O)O)C[C@@H](C)[C@H]1CC[C@H]2[C@@H]3CC=C4CCCC[C@]4(C)[C@H]3CC[C@]12C N-acetylglucosaminyl-5-cholenoic acid